(1R,3aR,6aS)-N-((R)-1-cyano-2-((R)-2-oxopiperidin-3-yl)ethyl)-2-(4-(difluoromethyl)-7-chloro-1H-indole-2-carbonyl)-5,5-difluorooctahydrocyclopenta[c]pyrrole-1-carboxamide C(#N)[C@@H](C[C@@H]1C(NCCC1)=O)NC(=O)[C@@H]1N(C[C@H]2[C@@H]1CC(C2)(F)F)C(=O)C=2NC1=C(C=CC(=C1C2)C(F)F)Cl